4-{[4-(6-Cyclobutylsulfanyl-pyridin-2-yl)-2,6-difluoro-phenyl]-methyl-amino}-butyric acid C1(CCC1)SC1=CC=CC(=N1)C1=CC(=C(C(=C1)F)N(CCCC(=O)O)C)F